trans-indene C1C=CC2=CC=CC=C12